NC1=NN2C(N=CC=C2N)=C1[N+](=O)[O-] 2,7-diamino-3-nitropyrazolo[1,5-a]pyrimidine